5-chloro-2-(4-pyridinyl)-4-[3-(trifluoromethyl)-1-piperidinyl]-1H-pyrimidin-6-one ClC1=C(N=C(NC1=O)C1=CC=NC=C1)N1CC(CCC1)C(F)(F)F